C(NC(=O)C=1C=CC2=C(OC[C@@H]3N2CCN(C3)CC=3C=CC=2C4=C(C(NC2C3)=O)C=NN4C)N1)([2H])([2H])[2H] (R)-N-(methyl-d3)-3-((1-methyl-4-oxo-4,5-dihydro-1H-pyrazolo[4,3-c]quinolin-7-yl)methyl)-1,2,3,4,4a,5-hexahydropyrazino[1,2-d]pyrido[2,3-b][1,4]oxazine-8-carboxamide